N-((R)-1-(((R)-4-amino-3,4-dioxo-1-((R)-2-oxopyrrolidin-3-yl)butan-2-yl)amino)-3-cyclohexyl-1-oxopropan-2-yl)-9-hydroxy-9H-fluorene-9-carboxamide NC(C([C@@H](C[C@@H]1C(NCC1)=O)NC([C@@H](CC1CCCCC1)NC(=O)C1(C2=CC=CC=C2C=2C=CC=CC12)O)=O)=O)=O